CC=1SC(=C(N1)C)CN1C(N(C2=C1C=CC(=C2)S(=O)(=O)NC2(CC2)C)C=2C=NNC2)=O 1-[(2,4-dimethylthiazol-5-yl)methyl]-N-(1-methylcyclopropyl)-2-oxo-3-(1H-pyrazol-4-yl)benzimidazole-5-sulfonamide